trans-1-{{4-{[(6-trifluoromethylquinolin-4-yl)amino]methyl}cyclohexyl}formyl}-4-(2-methylphenyl)piperazine FC(C=1C=C2C(=CC=NC2=CC1)NC[C@@H]1CC[C@H](CC1)C(=O)N1CCN(CC1)C1=C(C=CC=C1)C)(F)F